ClC1=CC(=CC=2N(C3=CC=CC=C3N(C12)C1=CC=CC=C1)C1=CC=CC=C1)Cl 1,3-dichloro-5,10-diphenyl-5,10-dihydrophenazine